7-(difluoromethyl)-N-((S)-piperidin-3-yl)-5-(((R)-tetrahydrofuran-3-yl)oxy)-2,6-naphthyridin-3-amine FC(C1=NC(=C2C=C(N=CC2=C1)N[C@@H]1CNCCC1)O[C@H]1COCC1)F